NC1=C(C=C(C=N1)C=1C=NN(C1)C1CCN(CC1)CC1CCN(CC1)C1=CC=C(C=C1)NC1C(NC(CC1)=O)=O)O[C@H](C)C1=C(C=CC(=C1)F)N1N=CC=N1 3-((4-(4-((4-(4-(6-amino-5-((R)-1-(5-fluoro-2-(2H-1,2,3-triazol-2-yl)phenyl)ethoxy)pyridin-3-yl)-1H-pyrazol-1-yl)piperidin-1-yl)methyl)piperidin-1-yl)phenyl)amino)piperidine-2,6-dione